7-(3-(4,6-dimethylpyridin-3-yl)-7,8-dihydro-1,6-naphthyridin-6(5H)-yl)-8-methyl-4H-pyrimido[1,2-b]pyridazin-4-one CC1=C(C=NC(=C1)C)C=1C=NC=2CCN(CC2C1)C=1C(=CC=2N(N1)C(C=CN2)=O)C